CC1=NC(=CC(=C1)C=1C=C2C(=NC1)C(=CN2)C)C 6-(2,6-dimethylpyridin-4-yl)-3-methyl-1H-pyrrolo[3,2-b]pyridine